6-(4-((5-fluoro-2-methoxybenzamido)methyl)phenyl)-2-(4-methoxybenzyl)-4-(pyrrolidin-1-yl)-2H-pyrazolo[4,3-c]pyridine-7-carboxamide FC=1C=CC(=C(C(=O)NCC2=CC=C(C=C2)C2=C(C=3C(C(=N2)N2CCCC2)=CN(N3)CC3=CC=C(C=C3)OC)C(=O)N)C1)OC